FC1=C(C=C(C=C1)C(C(=O)O)(C)C)[C@H](CN[C@@H]([C@H]1CNC2=C(N1)N=CC=C2)C2=CC=CC=C2)C |o1:13| 2-(4-fluoro-3-((R or S)-1-(((R)-phenyl((R)-1,2,3,4-tetrahydropyrido[2,3-b]pyrazin-3-yl)methyl)amino)propan-2-yl)phenyl)-2-methylpropanoic acid